2-(2,5-diamino-3-ethylphenyl)ethan-1-ol NC1=C(C=C(C=C1CC)N)CCO